The molecule is a linear amino pentasaccharide consisting of three galactosyl residues, one N-acetylglucosaminyl residue and one glucosyl residue (at the reducing end), linked as shown. It is an amino pentasaccharide and a glucosamine oligosaccharide. CC(=O)N[C@@H]1[C@H]([C@@H]([C@H](O[C@H]1O[C@H]2[C@H]([C@H](O[C@H]([C@@H]2O)O[C@@H]3[C@H](OC([C@@H]([C@H]3O)O)O)CO)CO)O)CO)O[C@H]4[C@@H]([C@H]([C@H]([C@H](O4)CO)O)O[C@@H]5[C@@H]([C@H]([C@H]([C@H](O5)CO)O)O)O)O)O